7,8-difluoro-3,4-dihydro-1H-quinolin-2-one FC1=CC=C2CCC(NC2=C1F)=O